C(CCCCCCC)(=O)N[C@@H](C(=O)NCCCC1=CC=CC=C1)CC(=O)N (2R)-2-(octanoylamino)-N-(3-phenylpropyl)butanediamide